1,2-dimethyl-3-hydroxyethylimidazole hexafluorophosphate salt F[P-](F)(F)(F)(F)F.CN1C(N(C=C1)CCO)C